4-{(1R,3R)-2,2-dimethyl-3-[3-(spiro[3.3]hept-2-yl)-1,2,4-oxadiazol-5-yl]cyclopropyl}benzenesulfonamide CC1([C@@H]([C@H]1C1=NC(=NO1)C1CC2(C1)CCC2)C2=CC=C(C=C2)S(=O)(=O)N)C